5-(5-chloro-2-(isopropylamino)pyridin-4-yl)-N-(2-(hydroxymethyl)benzyl)thiazole-2-formamide ClC=1C(=CC(=NC1)NC(C)C)C1=CN=C(S1)C(=O)NCC1=C(C=CC=C1)CO